1-(5-(4-AMINO-1-CYCLOPROPYL-1H-PYRAZOLO[4,3-C]PYRIDIN-3-YL)IMIDAZO[1,2-A]PYRIDIN-8-YL)-3-(4-((4-METHYLPIPERAZIN-1-YL)METHYL)-3-(TRIFLUOROMETHYL)PHENYL)UREA NC1=NC=CC2=C1C(=NN2C2CC2)C2=CC=C(C=1N2C=CN1)NC(=O)NC1=CC(=C(C=C1)CN1CCN(CC1)C)C(F)(F)F